C(CCCCCCCCCCC(=O)[O-])(=O)[O-] dodecanedioic acid anion